FC1(CN(C1)C1=NC(=CC(=N1)NC(C1=C(C=C(C=C1)NS(=O)(=O)C(C)C)N1CCC2(CC2)CC1)=O)C)F N-(2-(3,3-Difluoroazetidin-1-yl)-6-methylpyrimidin-4-yl)-4-((1-methylethyl)sulfonamido)-2-(6-azaspiro[2.5]octan-6-yl)benzamide